(R)-4-((1-(3-(difluoromethyl)-2-fluorophenyl)ethyl)amino)-6-iodoquinoline-3-carbonitrile FC(C=1C(=C(C=CC1)[C@@H](C)NC1=C(C=NC2=CC=C(C=C12)I)C#N)F)F